4-(3-(2-sulfamoylmethylaminoethyl)azetidin-1-yl)-7-methoxyquinazoline S(N)(=O)(=O)CNCCC1CN(C1)C1=NC=NC2=CC(=CC=C12)OC